FC(C(=O)O)(F)F.N[C@@H]1CC[C@H](CC1)NC(COC1=CC(=C(C=C1)Cl)F)=O trans-N-(4-aminocyclohexyl)-2-(4-chloro-3-fluorophenoxy)acetamide 2,2,2-trifluoroacetate